OCCN(C(=O)C1=NN2C(CN(CCC2)C(=O)OC(C)(C)C)=C1)C Tert-butyl 2-((2-hydroxyethyl)(methyl)carbamoyl)-7,8-dihydro-4H-pyrazolo[1,5-a][1,4]diazepine-5(6H)-carboxylate